C(#N)C1=C(C=C(C=C1)CNC(C=C)=O)C(F)(F)F N-(4-cyano-3-trifluoromethylphenyl)methyl-acrylamide